N,N'-diformylurea C(=O)NC(=O)NC=O